IC1=C(C(OC(=C1)C(=O)O)=O)OCCOC 4-iodo-3-(2-methoxyethoxy)-2-oxo-2H-pyran-6-carboxylic acid